6-borono-2-(methylamino)-2-(2-(4-phenylpiperidin-yl)ethyl)hexanoic acid B(O)(O)CCCCC(C(=O)O)(CCN1CCC(CC1)C1=CC=CC=C1)NC